(R)-2-methyl-N-((S)-5-((1-methyl-1H-pyrazol-4-yl)amino)-1,3-dihydrospiro[indene-2,4'-piperidin]-3-yl)propane-2-sulfinamide CC(C)(C)[S@@](=O)N[C@@H]1C2=CC(=CC=C2CC12CCNCC2)NC=2C=NN(C2)C